C(C)C=1N=C2N(C=C(C=C2)C2CCN(CC2)S(=O)(=O)C)C1NC [2-Ethyl-6-(1-methanesulfonyl-piperidin-4-yl)-imidazo[1,2-a]pyridin-3-yl]-methyl-amine